O[C@@]1(C(N(CC1)C)=O)C1=CC(=NO1)C=1C=C(C=CC1)C1=CC=2C(NCCC2O1)=O (R)-2-(3-(5-(3-hydroxy-1-methyl-2-oxopyrrolidin-3-yl)isoxazol-3-yl)phenyl)-6,7-dihydrofuro[3,2-c]pyridin-4(5H)-one